Tetradecanoic acid, hexyl ester C(CCCCCCCCCCCCC)(=O)OCCCCCC